BrC1=C(C=C2CCN3C(C2=C1)=C(C=C3C(=O)N3[C@@](CCC3)(C)[C@@H](C)O)C3=CN=CS3)OC (9-bromo-8-methoxy-1-thiazol-5-yl-5,6-dihydropyrrolo[2,1-a]isoquinolin-3-yl)-[(2R)-2-[(1R)-1-hydroxyethyl]-2-methyl-pyrrolidin-1-yl]methanone